1-[[4-[7-[2-(2-hydroxypropan-2-yl)pyridin-4-yl]furo[3,2-b]pyridin-2-yl]phenyl]methyl]-4-methylpiperidin-4-ol OC(C)(C)C1=NC=CC(=C1)C1=C2C(=NC=C1)C=C(O2)C2=CC=C(C=C2)CN2CCC(CC2)(O)C